ClC=1C=C(C=CC1)[C@H]1[C@@H](CN(CC1)C(=O)C=1C=2N(C=CC1)C=NC2)NC(=O)C=2SC(=CN2)C N-((3S,4S)-4-(3-chlorophenyl)-1-(imidazo[1,5-a]pyridine-8-carbonyl)piperidin-3-yl)-5-methylthiazole-2-carboxamide